Cl.NC(C(=O)N1CCN(CC1)C(=O)NC1=NC(N(C=C1)C1=CC=C(C=C1)CN(CC)C1CC(C(CC1)N)OC)=O)(C)C 4-(2-Amino-2-methylpropanoyl)-N-(1-(4-(((4-amino-3-methoxycyclohexyl)(ethyl)amino)methyl)phenyl)-2-oxo-1,2-dihydropyrimidin-4-yl)piperazine-1-carboxamide hydrochloride salt